(1R,5S)-1-(5-methyl-1,3,4-oxadiazol-2-yl)-N-(4-methyl-3-(1-methyl-1H-pyrazol-3-yl)phenyl)-6-azabicyclo[3.1.1]heptane-6-carboxamide CC1=NN=C(O1)[C@]12CCC[C@H](N1C(=O)NC1=CC(=C(C=C1)C)C1=NN(C=C1)C)C2